[Cl-].C(=C)C1=CC=C(C[P+](CCCC)(CCCC)CCCC)C=C1 4-vinylbenzyl-tributylphosphonium chloride